COCCOCCN1N=C(C(=C1)NC(=O)C1=CC=CC(=N1)C1=CC=NC=C1)C1=NC=CC=C1 N-(1-(2-(2-methoxyethoxy)ethyl)-3-(pyridin-2-yl)-1H-pyrazol-4-yl)-[2,4'-bipyridine]-6-carboxamide